O=C1NC(CCC1NC1=CC=C(C=C1)N1CCC(CC1)(O)CN1CCN(CC1)C1=CC=C(C=C1)NC(OC(C)(C)C)=O)=O tert-butyl N-[4-[4-[[1-[4-[(2,6-dioxo-3-piperidyl)amino]phenyl]-4-hydroxy-4-piperidyl]methyl]piperazin-1-yl]phenyl]carbamate